ClC1=C(C=CC=C1)CN1N=NC2=C1N=C(N=C2N2CC(CC2)(F)F)NC2COC2 3-[(2-Chlorophenyl)methyl]-7-(3,3-difluoropyrrolidin-1-yl)-N-(oxetan-3-yl)triazolo[4,5-d]pyrimidin-5-amine